tert-butyl (5-chloro-3-cyclopropylpyrazolo[1,5-a]pyrimidin-7-yl)((5-phenylpyridin-2-yl)methyl)carbamate ClC1=NC=2N(C(=C1)N(C(OC(C)(C)C)=O)CC1=NC=C(C=C1)C1=CC=CC=C1)N=CC2C2CC2